C(C)(C)(C)C1=CC=C(C=C1)N(C(=O)[C@@H]1N(CCC1)C(=O)OC(C)(C)C)C(C(=O)NC1CCCCC1)C=1C=NC=C(C1)OC (2R)-tert-butyl 2-((4-(tert-butyl)phenyl)(2-(cyclohexylamino)-1-(5-methoxypyridin-3-yl)-2-oxoethyl)carbamoyl)pyrrolidine-1-carboxylate